NCCS.[Na] Sodium 2-Aminoethanethiol